C(C)[C@]12N(C=3C(=NN=C(C3)C3=C(C(=CC=C3)F)O)NC1)C[C@@H](C2)OC=2N=C(C(=NC2)C=O)C 5-(((6aR,8R)-6a-Ethyl-2-(3-fluoro-2-hydroxyphenyl)-5,6,6a,7,8,9-hexahydro-pyrrolo[1',2':4,5]pyrazino[2,3-c]pyridazin-8-yl)oxy)-3-methylpyrazine-2-carbaldehyde